tert-butyl ((5-bromo-2-(difluoromethoxy)phenyl)(methyl)(oxo)-λ6-sulfaneylidene)carbamate BrC=1C=CC(=C(C1)S(=O)(C)=NC(OC(C)(C)C)=O)OC(F)F